C1=CC2=C(C=C1Cl)NC=C2O[C@H]3[C@@H]([C@H]([C@@H]([C@H](O3)C(=O)[O-])O)O)O 6-Chloro-3-indolyl-beta-D-glucuronic acid cyclohexylammonium salt